2-((3-Chloro-4-(2-chloro-3-(6-methoxy-5-((7-oxo-2,6-diazaspiro[3.4]octan-2-yl)methyl)pyridin-2-yl)phenyl)-5'-methoxy-[2,3'-bipyridin]-6'-yl)methyl)-2,6-diazaspiro[3.4]octan-7-one ClC=1C(=NC=CC1C1=C(C(=CC=C1)C1=NC(=C(C=C1)CN1CC2(C1)CNC(C2)=O)OC)Cl)C=2C=NC(=C(C2)OC)CN2CC1(C2)CNC(C1)=O